(S)-3-(3-bromophenyl)-2-((tert-butoxycarbonyl)amino)propionic acid BrC=1C=C(C=CC1)C[C@@H](C(=O)O)NC(=O)OC(C)(C)C